8-bromooctanoic acid pent-2-en-1-yl ester C(C=CCC)OC(CCCCCCCBr)=O